(S)-ethyl 2-((4-((2-amino-4-(1-hydroxyhexan-3-ylamino)-6-methylpyrimidin-5-yl)methyl)-3-methoxybenzyl) (2,2,2-trifluoroethyl)amino)acetate NC1=NC(=C(C(=N1)N[C@H](CCO)CCC)CC1=C(C=C(CN(CC(=O)OCC)CC(F)(F)F)C=C1)OC)C